(S)-N-(5-(6-(4-(3-fluoropyrrolidine-1-carbonyl)phenyl)-1-oxo-3,4-dihydroisoquinolin-2(1H)-yl)-2-hydroxyphenyl)methanesulfonamide F[C@@H]1CN(CC1)C(=O)C1=CC=C(C=C1)C=1C=C2CCN(C(C2=CC1)=O)C=1C=CC(=C(C1)NS(=O)(=O)C)O